CC1=C(C(=CC(=C1)CSCCCCCCCC)CSCCCCCCCC)O 2-Methyl-4,6-bis(octylsulfanylmethyl)phenol